(2S,2'S)-di-tert-butyl 2,2'-(((9,9-dibutyl-9H-fluorene-2,7-diyl)bis(azandiyl))bis(carbonyl))bis(pyrrolidine-1-carboxylate) C(CCC)C1(C2=CC(=CC=C2C=2C=CC(=CC12)NC(=O)[C@H]1N(CCC1)C(=O)OC(C)(C)C)NC(=O)[C@H]1N(CCC1)C(=O)OC(C)(C)C)CCCC